CN1C(=NN=C1C1=CC=CC=C1)S 4-methyl-5-phenyl-4H-1,2,4-triazole-3-thiol